di(methyl)tert-butyl-(propoxy)silane C[Si](OCCC)(C(C)(C)C)C